C1(CC1)[C@]1(C(N(C[C@H]1C)C=1C=2N(N=CC1)C=C(C2)C=2C=NN(C2)C([2H])([2H])[2H])=O)C#N (3R,4S)-3-cyclopropyl-4-methyl-2-oxo-1-[6-[1-(trideuteriomethyl)pyrazol-4-yl]pyrrolo[1,2-b]pyridazin-4-yl]pyrrolidine-3-carbonitrile